C(CCC)N1C=C(C2=CC(=CC=C12)C=1C=C2C=CC=NC2=CC1)CC(=O)O 2-(1-butyl-5-(quinolin-6-yl)-1H-indol-3-yl)acetic acid